C(CCC)[Sb](CCCC)(CCCC)=O tributylantimony oxide